2,2,5-trimethyl-4H-benzo[d][1,3]dioxin-4-one CC1(OC(C2=C(O1)C=CC=C2C)=O)C